CNC1CC2(C1)CCN(CC2)C(=O)OC(C)(C)C tert-butyl 2-(methylamino)-7-azaspiro[3.5]nonane-7-carboxylate